tert-butyl 4-(4-bromo-5-chloro-2-((2-methoxyphenyl)(methyl)carbamoyl)phenoxy)butanoate BrC1=CC(=C(OCCCC(=O)OC(C)(C)C)C=C1Cl)C(N(C)C1=C(C=CC=C1)OC)=O